N(C(=N)N)CCC[C@H](C(=O)NCC1=CC=C(C=C1)O)NC([C@@H](N1CCC(CC1)CCC)C1=CC=CC=C1)=O (R)-5-guanidino-N-(4-hydroxybenzyl)-2-((S)-2-phenyl-2-(4-propylpiperidin-1-yl)acetamido)pentanamide